(1S,2S)-cyclohexanediamine platinum (II) dichloride [Pt](Cl)Cl.C1(CCCCC1)(N)N